(S)-N-((S)-1-((3R,5'S)-5'-cyano-5-fluoro-2-oxospiro[indoline-3,3'-pyrrolidine]-1'-yl)-1-oxo-3-phenylpropan-2-yl)-3,3-dimethyl-2-(2,2,2-trifluoroacetylamino)butanamide C(#N)[C@@H]1C[C@@]2(CN1C([C@H](CC1=CC=CC=C1)NC([C@H](C(C)(C)C)NC(C(F)(F)F)=O)=O)=O)C(NC1=CC=C(C=C12)F)=O